(9Z)-9-undecenal C(CCCCCCC\C=C/C)=O